S1C(=CC=C1)C(C=C)=O 1-(thiophene-2-yl)prop-2-en-1-one